C(CCCCCCCCCCCCCCCCC)N1C(=C(C(C=C1)=O)O)C#N N-octadecyl-2-cyano-3-hydroxypyridin-4-one